2-(3-bromo-6-chloropyridin-2-yl)ethanol BrC=1C(=NC(=CC1)Cl)CCO